N[C@H](C(=O)O)CC1=CC=C(C=C1)OC1=CC=NC=C1 (S)-2-amino-3-(4-(pyridin-4-yloxy)phenyl)propanoic acid